N[C@@H](C)C1=CC(=CS1)C(N)=N |o1:1| (S*)-5-(1-aminoethyl)thiophene-3-carboximidamide